methyl 2-(N-(4-(4-(2-(4,4-difluoropiperidin-1-yl)-6-methylpyrimidin-4-yl)-1H-1,2,3-triazol-1-yl)-3-(6-azaspiro[2.5]octan-6-yl)phenyl)sulfamoyl)acetate FC1(CCN(CC1)C1=NC(=CC(=N1)C=1N=NN(C1)C1=C(C=C(C=C1)NS(=O)(=O)CC(=O)OC)N1CCC2(CC2)CC1)C)F